C1(CC1)C=1C=C(C=2N(C1)C=C(N2)CN2C(C1=CC=CC=C1C2=O)=O)C2(CCN(CC2)C)O 2-((6-cyclopropyl-8-(4-hydroxy-1-methylpiperidin-4-yl)imidazo[1,2-a]pyridin-2-yl)methyl)isoindoline-1,3-dione